7-methyl-3-((1r,4r)-4-(4-(trifluoromethyl)pyridin-3-yl)cyclohexyl)-1,8-naphthyridin-2(1H)-one CC1=CC=C2C=C(C(NC2=N1)=O)C1CCC(CC1)C=1C=NC=CC1C(F)(F)F